N,N-di(2-hydroxybenzyl)ethylenediamine OC1=C(CN(CCN)CC2=C(C=CC=C2)O)C=CC=C1